[(4-hydroxybutyl)-azanediyl]-di(hexane-6,1-diyl)bis(2-hexyl-decanoate) OCCCCN(CCCCCCC(C(=O)[O-])(CCCCCCCC)CCCCCC)CCCCCCC(C(=O)[O-])(CCCCCCCC)CCCCCC